C(C1=CC=CC=C1)OC=1C=CC(=C(C1)C(=O)N1CC2(C1)CC(C2)N2N=C(C(=C2)C)C2=C(C=CC(=C2)F)Cl)F (5-(benzyloxy)-2-fluorophenyl)(6-(3-(2-chloro-5-fluorophenyl)-4-methyl-1H-pyrazol-1-yl)-2-azaspiro[3.3]hept-2-yl)methanone